FC(OC1=CC=C(CN2N=C(C=C2)[C@@H]([C@@](CN2N=CN=C2)(O)C2=C(C=C(C=C2)F)F)C)C=C1)(F)F (2R,3S)-3-(1-(4-trifluoromethoxybenzyl)-1H-pyrazol-3-yl)-2-(2,4-difluorophenyl)-1-(1H-1,2,4-triazol-1-yl)butan-2-ol